C(C)NC(=O)C=1C=NC=NC1 N-ethylpyrimidine-5-carboxamide